OCC=1C=CC=C(C#N)C1 5-(hydroxymethyl)benzonitrile